OCC1=CN=C(S1)NC1=NC(=C2C=CC=NC2=C1)NC1CC2CCCC(C1)N2CCC#N 3-((3-exo)-3-((7-((5-(hydroxymethyl)thiazol-2-yl)amino)-1,6-naphthyridin-5-yl)amino)-9-azabicyclo[3.3.1]nonan-9-yl)propionitrile